3-(furan-2-yl)acrylic acid tert-butyl ester C(C)(C)(C)OC(C=CC=1OC=CC1)=O